ClC=1C=C(C=CC1Cl)C=1C(=C(C(=CC1C#N)OC)O)C#N 3',4'-dichloro-3-hydroxy-4-methoxybiphenyl-2,6-dicarbonitrile